[Si](C1=CC=CC=C1)(C1=CC=CC=C1)(C(C)(C)C)OCCCCCCCCCC(=O)O 10-((tert-butyldiphenylsilyl)oxy)decanoic acid